CN(C(C(C)OCC(CCCC)CC)=O)C N,N-dimethyl-β-2-ethylhexyloxypropionamide